(R)-8-bromo-N4-(1-cyclopropylpropyl)-N2-(3-fluoro-5-methylphenyl)quinazoline-2,4-diamine BrC=1C=CC=C2C(=NC(=NC12)NC1=CC(=CC(=C1)C)F)N[C@H](CC)C1CC1